2-[4-(4-chlorophenyl)-2-ethylsulfonyl-phenyl]-3,5-dimethyl-6-(trifluoromethyl)imidazo[4,5-c]pyridin-4-one ClC1=CC=C(C=C1)C1=CC(=C(C=C1)C1=NC2=C(C(N(C(=C2)C(F)(F)F)C)=O)N1C)S(=O)(=O)CC